ClC1=C(N=C(NC1=O)C1=CC=NC=C1)C1CCN(CC1)C(=O)NC(C)C 4-[5-chloro-6-oxo-2-(4-pyridyl)-1H-pyrimidin-4-yl]-N-isopropyl-piperidine-1-carboxamide